ClC1=CC=C(C=C1)C=1C(=NN(C1)C1=C(C=C(C=C1C)C)C)C1=CC(=CC=C1)F (4-chlorophenyl)-3-(3-fluorophenyl)-1-mesityl-1H-pyrazole